Cl.O=C1N(CC2=C1N(C=1N(C2=O)N=C(C1)C1CCNCC1)CC(=O)NC1=NC=C(C=C1)F)C(C)C 2-[5,8-dioxo-2-(piperidin-4-yl)-6-(propan-2-yl)-5,6,7,8-tetrahydro-4H-pyrazolo[1,5-a]pyrrolo[3,4-d]pyrimidin-4-yl]-N-(5-fluoropyridin-2-yl)acetamide hydrochloride